1-(2-((4-(2,4-dimethyloxazol-5-yl)-2-ethoxyphenyl)amino)-6-methylpyrido[3,4-d]pyrimidin-8-yl)-3-methylazetidine-3-carbonitrile CC=1OC(=C(N1)C)C1=CC(=C(C=C1)NC=1N=CC2=C(N1)C(=NC(=C2)C)N2CC(C2)(C#N)C)OCC